C1(CCC1)C1=C(C=C(N)C=C1)F 4-cyclobutyl-3-fluoroaniline